5-[1-(2-Ethyl-pyrrolidin-1-yl)-8,8-dimethyl-5,6-dihydro-8H-7-oxa-2,4,4b,9-tetraaza-fluoren-3-yl]-pyrimidin-2-ylamine C(C)C1N(CCC1)C1=NC(=NC=2N3CCOC(C3=NC12)(C)C)C=1C=NC(=NC1)N